[Cl-].C(CCC)N Butylamine chloride